2-(1-acetyl-3-methylazetidin-3-yl)-4-aminoisoindoline-1,3-dione C(C)(=O)N1CC(C1)(C)N1C(C2=CC=CC(=C2C1=O)N)=O